(2-(2-(3-amino-2-methylphenyl)-3-methylpyridin-4-yl)-7-chlorobenzo[d]Oxazol-5-yl)methanol NC=1C(=C(C=CC1)C1=NC=CC(=C1C)C=1OC2=C(N1)C=C(C=C2Cl)CO)C